(2s,5r)-2-(1,1-difluoro-2-methoxyethyl)-7-oxo-1,6-diazabicyclo[3.2.1]oct-6-yl bisulfate S(ON1[C@@H]2CC[C@H](N(C1=O)C2)C(COC)(F)F)(O)(=O)=O